4-{6-methoxypyrazolo[1,5-a]pyridin-3-yl}-1-(5-methyl-1,2,4-oxadiazol-3-yl)piperidine COC=1C=CC=2N(C1)N=CC2C2CCN(CC2)C2=NOC(=N2)C